O.O.S(=O)(=O)(O)OS(=O)(=O)O disulfate dihydrate